C1=C(C=CC2=CC=CC=C12)C(=O)N1CCCCC1 1-(2-Naphthoyl)Piperidin